(S)-2-(2,5-difluoro-4-(5-fluoro-6-((6-((1-methyl-1H-pyrazol-4-yl)ethynyl)pyridin-3-yl)methoxy)pyridin-2-yl)benzyl)-4-fluoro-1-(oxetan-2-ylmethyl)-1H-benzo[d]imidazole-6-carboxylic acid FC1=C(CC2=NC3=C(N2C[C@H]2OCC2)C=C(C=C3F)C(=O)O)C=C(C(=C1)C1=NC(=C(C=C1)F)OCC=1C=NC(=CC1)C#CC=1C=NN(C1)C)F